CC=1NC(=C(CC1C(=O)OC(C)C)C(=O)OC(C)C)C diisopropyl 1,4-dihydro-2,6-dimethyl-3,5-pyridinedicarboxylate